FC(C1(CC1)CNS(=O)(=O)N1CC2(C1)CN(C2)C(=O)OC(C)(C)C)(F)F Tert-Butyl 2-[[1-(trifluoromethyl)cyclopropyl]methylsulfamoyl]-2,6-diazaspiro[3.3]heptane-6-carboxylate